((1S,3S)-3-(3-(trifluoromethyl)phenoxy)cyclopentyl)acrylamide FC(C=1C=C(O[C@@H]2C[C@H](CC2)C(C(=O)N)=C)C=CC1)(F)F